4-(3-(4-amino-9,10-dioxo-9,10-dihydroanthracen-1-ylamino)propyl)-4-methylmorpholin-4-ium methyl-sulfate COS(=O)(=O)[O-].NC1=CC=C(C=2C(C3=CC=CC=C3C(C12)=O)=O)NCCC[N+]1(CCOCC1)C